C1(=CC=CC=C1)C1=NC=2N(N=C3C=CC=CC23)C=C1 phenyl-pyrimido[1,2-b]indazole